2-(5-((E)-((1S,2S,5S,6R)-2,6-difluoro-8-azabicyclo[3.2.1]octan-3-ylidene-1,5-d2)methyl)pyrazin-2-yl)-5-(1H-imidazol-1-yl)phenol F[C@@H]\1[C@@]2(C[C@H]([C@](C/C1=C\C=1N=CC(=NC1)C1=C(C=C(C=C1)N1C=NC=C1)O)(N2)[2H])F)[2H]